5-(5-(((1S,3S)-3-carboxycyclohexyl)oxy)pyridin-2-yl)-3-methylisoxazole-4-carboxylic acid C(=O)(O)[C@@H]1C[C@H](CCC1)OC=1C=CC(=NC1)C1=C(C(=NO1)C)C(=O)O